N12COCC2(COC1)CO 1-aza-3,7-dioxabicyclo[3.3.0]octane-5-methanol